2-[(2R)-2,3-Dihydro[1,4]dioxino[2,3-b]pyridin-2-ylmethyl]-8-methyl-N-(4-methylbenzyl)-4,5-dihydro-2H-furo[2,3-g]indazol-7-carboxamid O1[C@@H](COC2=NC=CC=C21)CN2N=C1C3=C(CCC1=C2)OC(=C3C)C(=O)NCC3=CC=C(C=C3)C